3-(3-(4-(aminomethyl)phenyl)-5-(3-oxa-8-azabicyclo[3.2.1]octan-8-yl)-3H-imidazo[4,5-b]pyridin-2-yl)pyridin-2-amine NCC1=CC=C(C=C1)N1C(=NC=2C1=NC(=CC2)N2C1COCC2CC1)C=1C(=NC=CC1)N